P(=O)([O-])([O-])[O-].[La+3] lanthanum phosphate salt